1,2-diazinane N1NCCCC1